dioctyl octadecyl phosphate octadecyl-amine salt C(CCCCCCCCCCCCCCCCC)N.P(=O)(OCCCCCCCC)(OCCCCCCCC)OCCCCCCCCCCCCCCCCCC